CN(CC1=C(C(=CC(=C1)Br)Br)N)C2CCCCC2 The molecule is a substituted aniline that is 2,4-dibromoaniline which is substituted at position 6 by a [cyclohexyl(methyl)amino]methyl group. It is used (as the monohydrochloride salt) as a mucolytic for the treatment of respiratory disorders associated with productive cough (i.e. a cough characterised by the production of sputum). It has a role as a mucolytic. It is a substituted aniline, a tertiary amino compound and an organobromine compound. It is a conjugate base of a bromhexine(1+).